5'-O-(4,4-dimethoxytrityl)-N2-isobutyryl-3'-O-methylguanosine COC1(CC=C(C(C2=CC=CC=C2)(C2=CC=CC=C2)OC[C@@H]2[C@H]([C@H]([C@@H](O2)N2C=NC=3C(=O)NC(NC(C(C)C)=O)=NC23)O)OC)C=C1)OC